C[C@@H]1C[C@H](CN1)NC(OC(C)(C)C)=O tert-butyl ((3R,5R)-5-methylpyrrolidin-3-yl)carbamate